1,2,3-tribromobenzene BrC1=C(C(=CC=C1)Br)Br